FC(OC1=NNC(=C1C1=NC(=CC=C1[C@H](C)O)N1C=NC2=C1C=C(C(=C2)NC=2N=NC=CC2)F)C)F (1S)-1-[2-[3-(difluoromethoxy)-5-methyl-pyrazol-yl]-6-[6-fluoro-5-(pyridazin-3-ylamino)benzimidazol-1-yl]-3-pyridyl]ethanol